(S,E)-4-((Fmoc)amino)-5-oxo-5-(prop-1-en-1-yloxy)pentanoic acid C(=O)(OCC1C2=CC=CC=C2C2=CC=CC=C12)N[C@@H](CCC(=O)O)C(O\C=C\C)=O